BrCCOC(C1=C(C=CC=C1)[N+](=O)[O-])=O Nitrobenzoic acid-(2-bromo)-ethyl ester